O1C(CCC1)CNS(=O)(=O)C=1C=CC=C2C=CC=NC12 N-(tetrahydrofuran-2-ylmethyl)quinoline-8-sulfonamide